(2-fluoro-4-methoxyphenyl)hydrazine hydrochloride Cl.FC1=C(C=CC(=C1)OC)NN